ClC=1C=C2CN([C@H](C2=CC1C(F)(F)F)C)C(CC[C@@]1(C(NC(N1)=O)=O)C1CC1)=O (s)-5-(3-((s)-5-chloro-1-methyl-6-(trifluoromethyl)isoindolin-2-yl)-3-oxopropyl)-5-cyclopropylimidazolidine-2,4-dione